COC(=O)C1=NN(C=C1Br)CCOC 4-bromo-1-(2-methoxyethyl)pyrazole-3-carboxylic acid methyl ester